COC=1C=CC=C2C(=NC=NC12)N1CCC(CC1)CCO 2-(1-(8-methoxyquinazolin-4-yl)piperidin-4-yl)ethanol